O1CCN(CC1)CC1=CC(=CC=2C(C=3N=C(N=CC3C12)C(F)(F)F)=O)[N+](=O)[O-] 5-(morpholinomethyl)-7-nitro-2-(trifluoromethyl)-9H-indeno[2,1-d]pyrimidin-9-one